C(C)OC(=O)C=1C(=NC(=C(C1Cl)N(C)C)Cl)C 4,6-dichloro-5-(dimethylamino)-2-methyl-pyridine-3-carboxylic acid ethyl ester